CC1(N(CCC1)CCNC(C1=CN=C(C(=C1)NC1=NN(C=2C=3N(N=CC21)C=C(C3)C3=NC=NC=C3)C)C)=O)C N-(2-(2,2-dimethylpyrrolidin-1-yl)ethyl)-6-methyl-5-((1-methyl-8-(pyrimidin-4-yl)-1H-pyrazolo[3,4-d]pyrrolo[1,2-b]pyridazin-3-yl)amino)nicotinamide